1-tert-butoxycarbonyl-1,4-diaza-5-cycloheptanone C(C)(C)(C)OC(=O)N1CCNC(CC1)=O